ClC=1C=C(CN2CC3(CC2(C)C)CCN(CC3)C(=O)OC(C(F)(F)F)C(F)(F)F)C=C(C1)N1CCOCC1 1,1,1,3,3,3-Hexafluoropropan-2-yl 2-(3-chloro-5-morpholinylbenzyl)-3,3-dimethyl-2,8-diazaspiro[4.5]decane-8-carboxylate